ClC1=CC(=C(C=C1)C1CCC2(OCCO2)CC1)F 8-(4-chloro-2-fluorophenyl)-1,4-dioxaspiro[4.5]decane